6-methoxy-3-Pyridinecarbaldehyde COC1=CC=C(C=N1)C=O